2-(4-cyclopropyl-6-methoxy-pyrimidin-5-yl)-4-[[3-fluoro-4-[1-methyl-4-(trifluoromethyl)imidazol-2-yl]phenyl]methoxy]-6-isopropyl-pyrimidine C1(CC1)C1=NC=NC(=C1C1=NC(=CC(=N1)OCC1=CC(=C(C=C1)C=1N(C=C(N1)C(F)(F)F)C)F)C(C)C)OC